3-(4-(2-(2,5-bis(2,3-dihydrothieno[3,4-b][1,4]dioxin-5-yl)thiophen-3-yl)-ethoxy)butyl)-1,2-oxathiane 2,2-dioxide O1C=2C(OCC1)=C(SC2)C=2SC(=CC2CCOCCCCC2S(OCCC2)(=O)=O)C=2SC=C1OCCOC12